NCCC[Si](OC)(OC)OC 3-Aminopropyltri-methoxysilan